3-bromo-6-methoxy-5-(((2S,4R)-4-methoxypyrrolidin-2-yl)methoxy)pyrazolo[1,5-a]pyrimidine BrC=1C=NN2C1N=C(C(=C2)OC)OC[C@H]2NC[C@@H](C2)OC